C1([C@H](O)[C@@H](O)[C@H](O)[C@H](O1)CO)O[C@@H](C=O)[C@@H](O)[C@H](O)[C@H](O)CO glucosyl-(1->2)-glucose